1,8-bis(2-oxazoline-2-yl)octane O1C(=NCC1)CCCCCCCCC=1OCCN1